5-HYDROXYBENZOTHIAZOLE-2-BORONIC ACID OC=1C=CC2=C(N=C(S2)B(O)O)C1